methyl (S)-5-(l-1-methoxy-10-methyl-1,2,4,4a,5,6-hexahydro-3H,14H-pyrazino[1',2':5,6][1,5]oxazocino[2,3-g]quinolin-3-yl)picolinate CO[C@H]1CN(CC2N1CC1=C(C=C3C=C(C=NC3=C1)C)OCC2)C=2C=CC(=NC2)C(=O)OC